Br.CNCC1(CCCC1)C(=O)O 1-((methylamino)methyl)cyclopentanecarboxylic acid hydrobromide